N[C@H](CC(=O)O)CC1=CC(=C(C=C1)Cl)Cl (S)-3-amino-4-(3,4-dichlorophenyl)-butyric acid